CC1=NC=C(C=C1NS(=O)(=O)C)C=1C=C2C(=NC=NC2=CC1)NC(C)C1=CC=CC=C1 N-(2-methyl-5-(4-((1-phenylethyl)-amino)quinazolin-6-yl)pyridin-3-yl)methanesulfonamide